C12(CC(C1)C2)NC(=O)C=2C=NC(=NC2)N2CCN(CC2)C(=O)C2=CC=C(C=C2)C2=NC1=C(N2)C=C(C=C1C(=O)N)F 2-(4-(4-(5-(bicyclo[1.1.1]pentan-1-ylcarbamoyl)pyrimidin-2-yl)piperazine-1-carbonyl)phenyl)-6-fluoro-1H-benzo[d]imidazole-4-carboxamide